OC(CCN1N=C2C=C(C(=CC2=C1)NC(C1=CC(=CC=C1)S(N)(=O)=O)=O)C=1C=NC=C(C(=O)O)C1)(C)C 5-(2-(3-hydroxy-3-methylbutyl)-5-(3-sulfamoylbenzamido)-2H-indazol-6-yl)nicotinic acid